IC1=C2C=C(C(N(C2=CC(=C1)OC)C)=O)C 5-iodo-7-methoxy-1,3-dimethylquinolin-2(1H)-one